(3S,6S,9R,10aR)-6-amino-9-(benzyloxy)-3-[3-(morpholine-4-carbonyl)azetidine-1-carbonyl]-decahydropyrrolo[1,2-a]azocin-5-one N[C@H]1CC[C@H](C[C@@H]2N(C1=O)[C@@H](CC2)C(=O)N2CC(C2)C(=O)N2CCOCC2)OCC2=CC=CC=C2